ClC=1C=C(C=C(C1)Cl)NC1=NC=C(C(=N1)NC1=CC=C2CCNCC2=C1)C=1C=NN(C1)CCO 2-(4-(2-(3,5-Dichlorophenylamino)-4-(1,2,3,4-tetrahydroisoquinolin-7-ylamino)pyrimidin-5-yl)-1H-pyrazol-1-yl)ethanol